4-chlorothiophen ClC=1C=CSC1